1-({3,4-difluoro-2-[(2-fluoro-4-iodophenyl)amino]phenyl}carbonyl)-3-hydroxy-N-prop-2-en-1-ylazetidine-3-carboxamide FC=1C(=C(C=CC1F)C(=O)N1CC(C1)(C(=O)NCC=C)O)NC1=C(C=C(C=C1)I)F